2-((5-(3,4-difluorobenzyl)-4-methylthiazol-2-yl)amino)-2-oxoethyl methylsulfamate CNS(OCC(=O)NC=1SC(=C(N1)C)CC1=CC(=C(C=C1)F)F)(=O)=O